C(C(C)C)C1=CC(=C(C#N)C=C1)N1CCN(CC1)CC=1NC(=CC(N1)=O)C 4-isobutyl-2-(4-((6-methyl-4-oxo-1,4-dihydropyrimidin-2-yl)methyl)piperazin-1-yl)benzonitrile